(1S,1'S)-1,1'-((1,4-phenylenebis(acetylene-2,1-diyl))bis(4,1-phenylene))-bis(ethan-1-amine) C1(=CC=C(C=C1)C#CC1=CC=C(C=C1)[C@H](C)N)C#CC1=CC=C(C=C1)[C@H](C)N